1,4,4-trimethyl-4,5-dihydro-[1,2,4]triazolo[4,3-a]quinoxaline-9-carbaldehyde CC1=NN=C2N1C1=C(C=CC=C1NC2(C)C)C=O